C1=C(C=CC2=CC=CC=C12)N=C=NC1=CC2=CC=CC=C2C=C1 Di-beta-naphthylcarbodiimide